1-vinyl-3-propylimidazole bromide salt [Br-].C(=C)N1CN(C=C1)CCC